3-((4-(7-(3-(2,3-dihydrobenzo[b][1,4]dioxin-6-yl)-2-methylphenyl)-[1,2,4]triazolo[4,3-a]pyridin-3-yl)benzyl)amino)propanoic acid O1C2=C(OCC1)C=C(C=C2)C=2C(=C(C=CC2)C2=CC=1N(C=C2)C(=NN1)C1=CC=C(CNCCC(=O)O)C=C1)C